[Si](C1=CC=CC=C1)(C1=CC=CC=C1)(C(C)(C)C)OC[C@H]1CC[C@@]2(CCCN12)COC=1N=C(C2=C(N1)C(=C(N=C2)Cl)F)N2C[C@@](CCC2)(O)C (R)-1-(2-(((3R,7aS)-3-(((tert-butyldiphenylsilyl)oxy)methyl)hexahydro-1H-pyrrolizin-7a-yl)methoxy)-7-chloro-8-fluoropyrido[4,3-d]pyrimidin-4-yl)-3-methylpiperidin-3-ol